6-bromo-3-(2,2,2-trifluoroethyl)-1-(trifluoromethyl)imidazo[1,5-a]pyridine BrC=1C=CC=2N(C1)C(=NC2C(F)(F)F)CC(F)(F)F